N1=CC=CC2=CC=CC(=C12)NC(CC1(CCCC1)CCCOC)=O N-(quinolin-8-yl)-2-(3-methoxypropyl-cyclopentyl)acetamide